(R)-1-(1-acetylpiperidin-3-yl)-3-((5-chloro-7-(hydroxymethyl)-1H-indol-2-yl)methyl)-1-methylurea C(C)(=O)N1C[C@@H](CCC1)N(C(=O)NCC=1NC2=C(C=C(C=C2C1)Cl)CO)C